tert-butyl 1-((1R,3R)-3-hydroxycyclobutyl)-1H-1,2,3-triazole-4-carboxylate OC1CC(C1)N1N=NC(=C1)C(=O)OC(C)(C)C